2-((6-((2-amino-2-oxo-1-phenylethyl)thio)-3,5-dicyano-4-ethylpyridin-2-yl)(methyl)amino)-N-(2-aminoethyl)acetamide NC(C(C1=CC=CC=C1)SC1=C(C(=C(C(=N1)N(CC(=O)NCCN)C)C#N)CC)C#N)=O